NCC1CC(C1)(O)CF (1R,3r)-3-(aminomethyl)-1-(fluoromethyl)cyclobutan-1-ol